S1C(=CC=C1)C1=NNC2=C(C=CC=C12)C(=O)O 3-(thiophen-2-yl)-1H-indazole-7-carboxylic acid